ClC=1C=CC(=NC1)NC([C@H](C)N1[C@@H]([C@@H](CCC1)C1=CC=NN1)C)=O (S)-N-(5-chloropyridin-2-yl)-2-((2R,3R)-2-methyl-3-(1H-pyrazol-5-yl)piperidin-1-yl)propanamide